methyl 2-((2-(2-((tert-butoxycarbonyl) amino) ethyl)-4-fluorophenyl) amino)-5-(trifluoromethyl)-benzoate C(C)(C)(C)OC(=O)NCCC1=C(C=CC(=C1)F)NC1=C(C(=O)OC)C=C(C=C1)C(F)(F)F